2-(3,5-difluorophenyl)-N-(4-(6-aminopyridin-3-yl)-3-methylphenyl)-2-hydroxyacetamide FC=1C=C(C=C(C1)F)C(C(=O)NC1=CC(=C(C=C1)C=1C=NC(=CC1)N)C)O